5-(pyridin-2-yl)-1,3,4-thiadiazole N1=C(C=CC=C1)C1=NN=CS1